[4-(dimethylamino)phenyl]boronic acid CN(C1=CC=C(C=C1)B(O)O)C